6-chloro-4-((1-(4-fluorophenyl)ethyl)amino)-1H-pyrrolo[2,3-b]pyridine-5-carbonitrile ClC1=C(C(=C2C(=N1)NC=C2)NC(C)C2=CC=C(C=C2)F)C#N